CN(C)CC(CC(CCCCCCC\C=C/CCCCCCCC)=O)C(CCCCCCC\C=C/CCCCCCCC)=O N,N-dimethyl-2,3-dioleoylpropylamine